3-(2-(tert-butoxycarbonylamino)ethoxy)propanoic acid C(C)(C)(C)OC(=O)NCCOCCC(=O)O